(trifluoromethyl)chromane-3-carboxamide FC(F)(F)C1OC2=CC=CC=C2CC1C(=O)N